FC=1C=C(CC2(CC2)C(=O)NC2(CC2)CN2CCCC2)C=CC1 1-(3-fluorobenzyl)-N-(1-(pyrrolidin-1-ylmethyl)cyclopropyl)cyclopropane-1-carboxamide